Cl.FC=1C=C(C=C(C1)OC)[C@@H](CO)NC(CC)=O N-[(1S)-1-(3-fluoro-5-methoxyphenyl)-2-hydroxyethyl]propionamide hydrochloride